3-(3-chloro-2-methoxyanilino)-2-(3-{(1R)-1-[(2R)-1,4-dioxan-2-yl]ethoxy}pyridin-4-yl)-1,5,6,7-tetrahydro-4H-pyrrolo[3,2-c]pyridin-4-one ClC=1C(=C(NC2=C(NC3=C2C(NCC3)=O)C3=C(C=NC=C3)O[C@H](C)[C@@H]3OCCOC3)C=CC1)OC